octadec-9-en-7-yl arachidonate C(CCC\C=C/C\C=C/C\C=C/C\C=C/CCCCC)(=O)OC(CCCCCC)CC=CCCCCCCCC